1-(3-(4-(Ethylsulfonyl)piperazine-1-carbonyl)-6-fluoroquinolin-4-yl)-4-methylpiperidine-4-carbonitrile C(C)S(=O)(=O)N1CCN(CC1)C(=O)C=1C=NC2=CC=C(C=C2C1N1CCC(CC1)(C#N)C)F